C(#N)C1=CC=C(C=C(C(=O)OC)C#N)C=C1 methyl 4-cyano-α-cyanocinnamate